FC1(CCN(CC1)C(=S)C=1C=C2C(=NC1)N(C=C2)C2=CC=C(C#N)C=C2)F 4-(5-(4,4-difluoropiperidine-1-thiocarbonyl)-1H-pyrrolo[2,3-b]pyridin-1-yl)benzonitrile